tert-butyl ((2S,3R)-3-hydroxy-4-(neopentylamino)-1-phenylbutan-2-yl)carbamate O[C@@H]([C@H](CC1=CC=CC=C1)NC(OC(C)(C)C)=O)CNCC(C)(C)C